O=C1NC(=NC2=CC=C(C=C12)OC1CCN(CC1)C(=O)OC(C)(C)C)C1=NC=CC=C1 tert-butyl 4-(4-oxo-2-pyridin-2-yl-3,4-dihydro-quinazolin-6-yloxy)-piperidine-1-carboxylate